ClC=1C=C(C=CC1)[C@H](C(=O)N1CC2=C(N=C(NC2=O)C2(CC2)C=2C=NC=C(C2)C2=CC=CC=C2)CC1)O (R)-6-(2-(3-chlorophenyl)-2-hydroxyacetyl)-2-(1-(5-phenylpyridin-3-yl)cyclopropyl)-5,6,7,8-tetrahydropyrido[4,3-d]pyrimidin-4(3H)-one